6-[3-chloro-2,5-difluoro-4-(2-hydroxypropoxy)phenyl]-5-methyl-4,5-dihydro-2H-pyridazin-3-one ClC=1C(=C(C=C(C1OCC(C)O)F)C=1C(CC(NN1)=O)C)F